N1N=CC(=C1)NC1=NC=CC(=C1)N1N=C(C2=CC=CC(=C12)C#CC(C)(C)C)N (2-((1H-pyrazol-4-yl)amino)pyridin-4-yl)-7-(3,3-dimethylbut-1-yn-1-yl)-1H-indazol-3-amine